2,3-dibromo-1,4-butanedisulfonate sodium [Na+].BrC(CS(=O)(=O)[O-])C(CS(=O)(=O)[O-])Br.[Na+]